3-iodo-2-(iodomethyl)-1-propene ICC(=C)CI